3-(1-butoxyethoxy)but-1-ene C(CCC)OC(C)OC(C=C)C